5-(4-((6-cyclobutyl-2,6-diazaspiro[3.3]heptan-2-yl)methyl)phenyl)-3-cyclopropyl-7-methyl-2-(4-(methylsulfonyl)phenyl)-3H-imidazo[4,5-b]pyridine C1(CCC1)N1CC2(CN(C2)CC2=CC=C(C=C2)C2=CC(=C3C(=N2)N(C(=N3)C3=CC=C(C=C3)S(=O)(=O)C)C3CC3)C)C1